3-[[2-(2-fluoropropoxy)pyridin-4-yl]methyl]urea FC(COC1=NC=CC(=C1)CNC(N)=O)C